3,3,8-Trimethyl-6-oxo-3,4,6,7-tetrahydro-1H-pyrano[3,4-c]pyridine-5-carbonitrile CC1(CC=2C(=C(NC(C2C#N)=O)C)CO1)C